glycerol trishydroxystearate OC(CCCCCCCCCCCCCCCCC(=O)OCC(O)CO)(O)O